FC1(CC(C1)C1=NN(C(=C1C)NC(=O)C1CC(C1)(F)F)C=1SC=CN1)F N-(3-(3,3-difluorocyclobutyl)-4-methyl-1-(thiazol-2-yl)-1H-pyrazol-5-yl)-3,3-difluorocyclobutane-1-carboxamide